FC=1C=C2N=C3C(C4=C(C(C3=NC2=CC1N1CCC(CC1)C)=O)N=CC=C4)=O 8-Fluoro-9-(4-methylpiperidin-1-yl)pyrido[2,3-b]phenazin-5,12-dion